1-(((3aR,5s,6aS)-5-((6-(2,3,5-trifluorophenyl)pyridazin-3-yl)amino)hexahydrocyclopenta[c]pyrrol-2(1H)-yl)methyl)cyclopentan-1-ol FC1=C(C=C(C=C1F)F)C1=CC=C(N=N1)NC1C[C@@H]2[C@@H](CN(C2)CC2(CCCC2)O)C1